trans-2-(methoxycarbonyl)cyclopentane-1-carboxylic acid COC(=O)[C@H]1[C@@H](CCC1)C(=O)O